(R)-7'-((2-acetyl-2-azaspiro[3.3]hept-6-yl)amino)-2'-(3-(3,4-dihydroisoquinolin-2(1H)-yl)-2-hydroxypropyl)-2',3'-dihydro-1'H-spiro[cyclopropane-1,4'-[2,6]naphthyridin]-1'-one C(C)(=O)N1CC2(C1)CC(C2)NC2=NC=C1C3(CN(C(C1=C2)=O)C[C@@H](CN2CC1=CC=CC=C1CC2)O)CC3